methyl 2-((tert-butoxycarbonyl)amino)-2-(2-thioxopiperidin-4-yl)acetate C(C)(C)(C)OC(=O)NC(C(=O)OC)C1CC(NCC1)=S